NCC12CN(C(CC1)C2)C2=NC=CC(=N2)NC2=NNC(=C2)C2CC2 2-[4-(Aminomethyl)-2-azabicyclo[2.2.1]heptan-2-yl]-N-(5-cyclopropyl-1H-pyrazol-3-yl)pyrimidin-4-amine